NC(C)(C)C=1N=C(SC1C)NS(=O)(=O)C1CC1 N-(4-(2-Aminopropan-2-yl)-5-methylthiazol-2-yl)cyclopropanesulfonamide